3-[3-(difluoromethoxy)-4-formylphenyl]-2-oxo-5-phenylimidazolidine-1-carboxylate FC(OC=1C=C(C=CC1C=O)N1C(N(C(C1)C1=CC=CC=C1)C(=O)[O-])=O)F